9-ethyl-2,3,4,9-tetrahydro-1H-carbazole C(C)N1C2=CC=CC=C2C=2CCCCC12